(S)-2-((1-(1-(4-methoxybenzyl)-6-oxo-5-(trifluoromethyl)-1,6-dihydropyridazin-4-yl)azetidin-2-yl)methoxy)-N-methyl-N-(1-(5-(trifluoromethyl)pyrimidin-2-yl)piperidin-4-yl)acetamide COC1=CC=C(CN2N=CC(=C(C2=O)C(F)(F)F)N2[C@@H](CC2)COCC(=O)N(C2CCN(CC2)C2=NC=C(C=N2)C(F)(F)F)C)C=C1